tert-butyl (S)-3-((1-(7,8-dichloro-4-(1H-1,2,3-triazol-4-yl)quinolin-2-yl)pyrrolidin-2-yl)methoxy)propanoate ClC1=CC=C2C(=CC(=NC2=C1Cl)N1[C@@H](CCC1)COCCC(=O)OC(C)(C)C)C=1N=NNC1